N-(1-(2,6-dichlorophenyl-methyl)-1H-pyrazol-4-yl)-5-(pyridin-2-yl)-1,3,4-thiadiazole-2-carboxamide ClC1=C(C(=CC=C1)Cl)CN1N=CC(=C1)NC(=O)C=1SC(=NN1)C1=NC=CC=C1